NC(C(=O)N[C@@H]1CC[C@@H](CC1)C(F)(F)C1=CC(=NC(=C1)Cl)N1CCN(CC1)S(=O)(=O)C1=CC=C(C=C1)N1C(C[C@H](C1)N)=O)C Cis-2-amino-N-[4-[[2-[4-[4-[(4R)-4-amino-2-oxo-pyrrolidin-1-yl]phenyl]sulfonylpiperazin-1-yl]-6-chloro-4-pyridyl]-difluoro-methyl]cyclohexyl]propanamide